C1(=CC=CC2=CC=CC=C12)N(C1=CC=CC=C1)C1=CC=C(C=C1)C1=CC=C(C=C1)N(C1=CC=CC2=CC=CC=C12)C1=CC=CC=C1 4,4'-bis[N-(naphthyl)-N-phenylamino]biphenyl